ethanolamine distearate C(CCCCCCCCCCCCCCCCC)(=O)O.C(CCCCCCCCCCCCCCCCC)(=O)O.C(O)CN